NC1=C2N(C(N(C2=NC(=N1)O)[C@H]1CN(CC1)C(C#CC)=O)=O)C1=CC=C(C=C1)OC1=CC=CC=C1 (R)-6-amino-9-(1-(but-2-ynoyl)pyrrolidin-3-yl)-2-hydroxy-7-(4-phenoxyphenyl)-7,9-dihydro-8H-purin-8-one